FC1=CC=C(C(=O)C=2N(C(=CN2)C(=O)OC)COCC[Si](C)(C)C)C=C1 Methyl 2-(4-fluorobenzoyl)-1-((2-(trimethylsilyl)ethoxy)methyl)-1H-imidazole-5-carboxylate